N=1N(N=C2C1C=CC=C2)C=2C=C(C=CC2O)C(C)O 3-(2H-benzotriazole-2-yl)-4-hydroxyphenylethanol